CC1(C(C(=CC2(CCN(C2)S(=O)(=O)C2=CC=CC=C2)C1)C#N)=O)C 9,9-dimethyl-8-oxo-2-(phenylsulfonyl)-2-azaspiro[4.5]dec-6-ene-7-carbonitrile